C(C)(C)(C)C1=NC=C(C(=N1)NC1CC(C1)OC)C(=O)OCC ethyl 2-tert-butyl-4-[3-(trans-methoxy)cyclobutyl]amino-pyrimidine-5-carboxylate